NC=1C(NC2=C3C=CC=NC3=C(C=C2C1C1=C2C=NNC2=C(C=C1)F)N1CCC1)=O 3-Amino-6-(azetidin-1-yl)-4-(7-fluoro-1H-indazol-4-yl)-1H-1,7-phenanthrolin-2-one